ClC=1C=C(C=CC1)C1=NOC(=N1)C=1C=C2C(=NC1)OC([C@@H](C2)O)(C)C (R)-6-(3-(3-chlorophenyl)-1,2,4-oxadiazol-5-yl)-2,2-dimethyl-3,4-dihydro-2H-pyrano[2,3-b]pyridin-3-ol